Cl.Cl.N[C@@H]1CN(CC1)C1=C(C=NC(=C1C1=CC(=CC(=C1)F)F)C#N)C(=O)N[C@H](C(F)(F)F)C 4-[(3S)-3-aminopyrrolidin-1-yl]-6-cyano-5-(3,5-difluorophenyl)-N-[(2S)-1,1,1-trifluoropropan-2-yl]pyridine-3-carboxamide dihydrochloride